2-[(1-Cyanocyclopropyl)carbonyl]-N-[4-(1,1,1,3,3,3-hexafluoro-2-hydroxypropan-2-yl)phenyl]-5-(methylsulfonyl)-2,3-dihydro-1H-isoindol-1-carboxamid C(#N)C1(CC1)C(=O)N1C(C2=CC=C(C=C2C1)S(=O)(=O)C)C(=O)NC1=CC=C(C=C1)C(C(F)(F)F)(C(F)(F)F)O